6-{4-[3-(1,3-benzothiazole-7-sulfonyl)propanoyl]-2,6-dimethylpiperazin-1-yl}pyridine-3-carbonitrile S1C=NC2=C1C(=CC=C2)S(=O)(=O)CCC(=O)N2CC(N(C(C2)C)C2=CC=C(C=N2)C#N)C